docosyl o-hydroxybenzoate OC1=C(C(=O)OCCCCCCCCCCCCCCCCCCCCCC)C=CC=C1